diethyl-2-methoxyethylmethylammonium C(C)[N+](C)(CCOC)CC